C(C)(C)C1=C(C=CC=C1)N1CCN(CC1)CC[C@@H]1OC(C2(C1)CCNCC2)=O (R)-3-(2-(4-(2-isopropylphenyl)piperazin-1-yl)ethyl)-2-oxa-8-azaspiro[4.5]decan-1-one